di(n-nonyl) maleate C(\C=C/C(=O)OCCCCCCCCC)(=O)OCCCCCCCCC